C(#N)C[C@H](CC(=O)OCC)OC (R)-ethyl 4-cyano-3-methoxybutyrate